(2S)-3-hydroxy-2-({2-methyl-5-[(4-methyl-1,3-thiazol-5-yl)methoxy]-1-benzothiophen-3-yl}formamido)propanamide OC[C@@H](C(=O)N)NC(=O)C1=C(SC2=C1C=C(C=C2)OCC2=C(N=CS2)C)C